[Fe].[Si].[Ca] calcium-silicon-iron